3-(2-bromophenyl)-8-methyl-2-methylsulfanyl-4-oxo-3,4-dihydroquinazoline BrC1=C(C=CC=C1)N1C(=NC2=C(C=CC=C2C1=O)C)SC